C[Si]1(C[C@H](CC1)NC(=O)C=1NC2=CC(=CC(=C2C1)C)C)C N-[(3S)-1,1-dimethylsilolan-3-yl]-4,6-dimethyl-1H-indole-2-carboxamide